6-(8-(benzo[d]thiazol-2-ylcarbamoyl)-3,4-dihydroisoquinolin-2(1H)-yl)-3-(2-methyl-5-phenoxyphenyl)picolinic acid tert-butyl ester C(C)(C)(C)OC(C1=NC(=CC=C1C1=C(C=CC(=C1)OC1=CC=CC=C1)C)N1CC2=C(C=CC=C2CC1)C(NC=1SC2=C(N1)C=CC=C2)=O)=O